C1=CC=CC=2C3=CC=CC=C3C(C12)N([C@H](C(=O)O)CC(C)C)C(=O)OC (2S)-2-(9H-fluoren-9-yl-methoxycarbonylamino)-4-methylpentanoic acid